FC(C(=O)O)(F)F.NC=1C(=CC(=C(C1)NC(C=C)=O)N(CCN1CCN(CC1)C)C)OC N-(5-amino-4-methoxy-2-(methyl(2-(4-methylpiperazin-1-yl)ethyl)amino)phenyl)acrylamide trifluoroacetic acid salt